CN1CCC(CC1)N1CC=CC=C1 1-(methylpiperidin-4-yl)pyridine